(7R,14R)-1-ethynyl-11-(2-(1-hydroxycyclobutyl)pyrimidin-5-yl)-6-(methyl-d3)-6,7-dihydro-7,14-methanobenzo[f]benzo[4,5]imidazo[1,2-a][1,4]diazocin C(#C)C1=CC=CC2=CN([C@H]3C=4N(C(=C21)C3)C3=C(N4)C=CC(=C3)C=3C=NC(=NC3)C3(CCC3)O)C([2H])([2H])[2H]